3-Bromo-4-picoline BrC=1C=NC=CC1C